ethyl 1-(2-(1-(6-methoxy-3,4-dihydro-2H-benzo[b][1,4]oxazin-7-yl)-6-(pyrazolo[1,5-a]pyrimidin-3-yl)-1H-pyrazolo[4,3-c]pyridine-3-carboxamido)ethyl)piperidine-3-carboxylate COC1=CC2=C(OCCN2)C=C1N1N=C(C=2C=NC(=CC21)C=2C=NN1C2N=CC=C1)C(=O)NCCN1CC(CCC1)C(=O)OCC